ONC(C1=CC(=CC=C1)NC1=NC2=C(N1C)C=C(C(=C2)C(F)(F)F)C=2C=NC=CC2)=O N-hydroxy-3-((1-methyl-6-(pyridin-3-yl)-5-(trifluoromethyl)-1H-benzo[d]imidazol-2-yl)amino)benzamide